Natrium neopentanoat C(C(C)(C)C)(=O)[O-].[Na+]